2-((6S,8aS)-4-oxohexahydro-1H-pyrrolo[2,1-c][1,4]oxazin-6-yl)acetonitrile O=C1N2[C@H](COC1)CC[C@H]2CC#N